methyl 2-[[5-[2-[2-[tert-butyl(dimethyl)silyl]oxyethoxy]phenyl]-2,4-difluoro-phenyl]sulfamoyl]-6-chloropyridine-4-carboxylate [Si](C)(C)(C(C)(C)C)OCCOC1=C(C=CC=C1)C=1C(=CC(=C(C1)NS(=O)(=O)C1=NC(=CC(=C1)C(=O)OC)Cl)F)F